1-[3-iodo-1-(pyrimidin-2-yl)-1H-1,2,4-triazol-5-yl]ethylamine IC1=NN(C(=N1)C(C)N)C1=NC=CC=N1